(3S)-5-chloro-7-[(2,4-difluoro-3-{8-fluoro-2-[(1-isopropylpiperidin-4-yl)amino]quinazolin-6-yl}phenyl)sulfamoyl]-2,3-dihydro-1-benzofuran-3-yl acetate C(C)(=O)O[C@@H]1COC2=C1C=C(C=C2S(NC2=C(C(=C(C=C2)F)C=2C=C1C=NC(=NC1=C(C2)F)NC2CCN(CC2)C(C)C)F)(=O)=O)Cl